6-(3-(1,3-dihydroxypropan-2-yl)ureido)hexanoic acid OCC(CO)NC(NCCCCCC(=O)O)=O